3-[(2RS,3SR)-2-(5-cyclopropyl-3-pyridyl)tetrahydrofuran-3-yl]-1-methyl-1-[(1S)-1-(4-pyridyl)ethyl]urea C1(CC1)C=1C=C(C=NC1)[C@H]1OCC[C@@H]1NC(N([C@@H](C)C1=CC=NC=C1)C)=O |&1:9,13|